(4-methyl-1,3-phenylene) biscarbamate C(N)(OC1=CC(=C(C=C1)C)OC(N)=O)=O